6-METHYLPYRIDIN CC1=CC=CC=N1